[Cl-].C(CCCCCCCCCCCCCCCCC)(=O)C[N+](C)(C)CCC stearoylpropyltrimethylammonium chloride